2,5-di(p-tolyl)-terephthalic acid C1(=CC=C(C=C1)C1=C(C(=O)O)C=C(C(=C1)C(=O)O)C1=CC=C(C=C1)C)C